(5S)-5-[[[1-(4-chlorophenyl)cyclohexyl]amino]methyl]-2-pyrrolidone ClC1=CC=C(C=C1)C1(CCCCC1)NC[C@@H]1CCC(N1)=O